nonafluorohexyl-trimethoxysilicon FC(C(C(F)(F)[Si](OC)(OC)OC)(F)F)(CCC(F)(F)F)F